methyl (1S,3R)-2-(2-chloroacetyl)-1-(4-(methoxycarbonyl)phenyl)-1,2,3,4-tetrahydroisoquinoline-3-carboxylate ClCC(=O)N1[C@H](C2=CC=CC=C2C[C@@H]1C(=O)OC)C1=CC=C(C=C1)C(=O)OC